CNC=1N=CC(=C2C=C(N=CC12)NC(=O)C1CC1)OC1=NC=CC=C1 N-(8-(methylamino)-5-(pyridin-2-yloxy)-2,7-naphthyridin-3-yl)cyclopropanecarboxamide